2-((4-(6-((4-Cyano-2-fluorophenoxy)methyl)pyridin-2-yl)piperidin-1-yl)methyl)-4-(difluoromethoxy)-1-methyl-1H-benzo[d]imidazole-6-carboxylic acid C(#N)C1=CC(=C(OCC2=CC=CC(=N2)C2CCN(CC2)CC2=NC3=C(N2C)C=C(C=C3OC(F)F)C(=O)O)C=C1)F